(S)-1'-(9-(1-phenylethenyl)-2,7-dihydro-3H-imidazo[1,2-c]pyrazolo[4,3-e]pyrimidin-5-yl)-1,3-dihydrospiro[indene-2,4'-piperidine]-1-amine C1(=CC=CC=C1)C(=C)C1=NNC2=C1C=1N(C(=N2)N2CCC3(CC2)[C@@H](C2=CC=CC=C2C3)N)CCN1